FC(OC1=CC=C2C=C(C(NC2=N1)=O)C(=O)O)F.COC=1N=CC=C2C=CC(=NC12)NC1=CC=C(C=C1)C(C)=O 1-(4-((8-methoxy-1,7-naphthyridin-2-yl)amino)phenyl)ethanone 7-(difluoromethoxy)-2-oxo-1,2-dihydro-1,8-naphthyridine-3-carboxylate